6-methoxybenzo[d]oxazole-2-thiol COC1=CC2=C(N=C(O2)S)C=C1